N(=O)C(N1C(=O)N(C)C=2N=CN(C)C2C1=O)N=O dinitrosocaffeine